2,3-dimethyl-benzoic acid CC1=C(C(=O)O)C=CC=C1C